ClC1=CC(=C(C=C1Cl)O)C(C1CCNCC1)NC 4,5-dichloro-2-[(methylamino)(piperidin-4-yl)methyl]phenol